6-((2-amino-3-chlorophenyl)thio)-((1R,3R)-1-amino-3-hydroxy-8-azaspiro[4.5]decan-8-yl)pyrazin-2(1H)-one NC1=C(C=CC=C1Cl)SC1=CN=CC(N1N1CCC2(C[C@H](C[C@H]2N)O)CC1)=O